C(C)(C)(C)OC(=O)N1C(CC12CNCCC2)C2=C1C(=NC=C2C#N)N(C=C1)COCC[Si](C)(C)C (5-cyano-1-((2-(trimethylsilyl)ethoxy)methyl)-1H-pyrrolo[2,3-B]pyridin-4-yl)-1,6-diazaspiro[3.5]nonane-1-carboxylic acid tert-butyl ester